ClC=1C=CC2=C(C1)C=1C(=CN(C(C1)=O)CC(=O)OC(C)(C)C)CO[C@@H](C2)CC tert-Butyl [(7R)-11-chloro-7-ethyl-2-oxo-7,8-dihydro-2H-[3]benzoxocino[5,6-c]pyridin-3(5H)-yl]acetate